4-(6-Methoxy-1,3-benzothiazol-2-yl)-4-azatricyclo[5.2.1.02,6]dec-8-ene-3,5-dione COC1=CC2=C(N=C(S2)N2C(C3C4C=CC(C3C2=O)C4)=O)C=C1